C(C1=CC=CC=C1)OCN1C(N(N=C(C1=O)Br)CF)=O ((benzyloxy)methyl)-6-bromo-2-(fluoromethyl)-1,2,4-triazine-3,5(2H,4H)-dione